3-bromo-5-(imidazol-1-yl)-N-[2-(trifluoromethyl)pyridin-4-yl]benzamide BrC=1C=C(C(=O)NC2=CC(=NC=C2)C(F)(F)F)C=C(C1)N1C=NC=C1